lithium 6-methoxy-2-((S)-1-((S)-1-methylpyrrolidin-2-yl)ethoxy)pyrimidine-4-carboxamide COC1=CC(=NC(=N1)O[C@@H](C)[C@H]1N(CCC1)C)C(=O)N.[Li]